C(C)NS(=O)(=O)C1=CC=C(C=C1)NC([C@H](CC1=CC=CC=C1)NC(C1=CC=C(C=C1)F)=O)=O (S)-N-(1-(4-(N-ethylsulfamoyl)phenylamino)-1-oxo-3-phenylpropan-2-yl)-4-fluorobenzamide